3,3''-((2R,3R)-2,3-diisopropoxybutane-1,4-diyl)bis(2',4',6'-trimethyl-[1,1'-biphenyl]-2-ol) C(C)(C)O[C@H](CC1=C(C(=CC=C1)C1=C(C=C(C=C1C)C)C)O)[C@@H](CC1=C(C(=CC=C1)C1=C(C=C(C=C1C)C)C)O)OC(C)C